CN1N=CC(=C1)[C@@H]1C=C[C@H]2OC3(C(N21)=O)CCN(CC3)C(=O)OCC3=CC=CC=C3 benzyl (5'S,7a'R)-5'-(1-methyl-1H-pyrazol-4-yl)-3'-oxo-5',7a'-dihydro-3'H-spiro[piperidine-4,2'-pyrrolo[2,1-b]oxazole]-1-carboxylate